(2-Bromo-5-(2-methoxyethoxy)pyridin-4-yl)carbamic acid tert-butyl ester C(C)(C)(C)OC(NC1=CC(=NC=C1OCCOC)Br)=O